FC1(CCCCC1)C(=O)NC(C(=O)O)CC 2-(1-fluorocyclohexane-1-carboxamido)butanoic acid